[N].C1=CC=CC2=CC3=CC=CC=C3C=C12 Anthracene nitrogen